C(C)(=O)O[SiH](OC(C)=O)OC(C)=O Triacetoxysilan